C(C)OC(=O)C1=CC=C(C=C1)C=1CCN(CC1)C(=O)OC(C)(C)C tert-Butyl 4-[4-(ethoxycarbonyl)phenyl]-1,2,3,6-tetrahydropyridine-1-carboxylate